P(=O)(OC(C)(C)Cl)(OC(C)(C)Cl)OC(C)(C)Cl tri(chloroisopropyl) phosphate